(5-bromo-2-fluorophenyl)-2-(4-((6,7-dimethoxyquinazolin-4-yl)oxy)-2,6-difluorophenyl)-2-oxoacetamide BrC=1C=CC(=C(C1)NC(C(=O)C1=C(C=C(C=C1F)OC1=NC=NC2=CC(=C(C=C12)OC)OC)F)=O)F